tri-n-butoxymono(ethoxyacetoacetyl)zirconium C(CCC)O[Zr](C(CC(=O)COCC)=O)(OCCCC)OCCCC